C(CCO)O 1,3-Propan-diol